C(C1=CC=CC=C1)OC=1C(=C(C(=NC1)F)Cl)C=N[S@@](=O)C(C)(C)C (S)-N-((5-(benzyloxy)-3-chloro-2-fluoropyridin-4-yl)methylene)-2-methylpropane-2-sulfinamide